m-di(bromopropoxy)benzene BrCCCOC1=CC(=CC=C1)OCCCBr